2-(1-methyl-1H-pyrazol-4-yl)-5-morpholinothiazole-4-carboxylic acid ethyl ester C(C)OC(=O)C=1N=C(SC1N1CCOCC1)C=1C=NN(C1)C